9-acetyl-2-(4,4-dimethylpiperidin-1-yl)-7-methyl-4H-quinolizin-4-one C(C)(=O)C1=CC(=CN2C(C=C(C=C12)N1CCC(CC1)(C)C)=O)C